2-(azepan-1-yl)-N-(3-carbamimidoyl-phenyl)-5-chloro-6-methylnicotinamide N1(CCCCCC1)C1=C(C(=O)NC2=CC(=CC=C2)C(N)=N)C=C(C(=N1)C)Cl